BrC=1C(=C2N(CCNC2=O)C1C=O)I 7-bromo-8-iodo-1-oxo-1,2,3,4-tetrahydropyrrolo[1,2-a]pyrazine-6-carbaldehyde